(Z)-N-(2-(4-(4-chloro-1,2-diphenyl-but-1-en-1-yl)phenoxy)ethyl)-2-((2-(2,6-dioxopiperidin-3-yl)-1,3-dioxoisoindolin-4-yl)amino)-N-methylacetamide ClCC/C(=C(\C1=CC=CC=C1)/C1=CC=C(OCCN(C(CNC2=C3C(N(C(C3=CC=C2)=O)C2C(NC(CC2)=O)=O)=O)=O)C)C=C1)/C1=CC=CC=C1